(S)-3-(8-((1r,4S)-4-(4-(2-(3-amino-6-(2-hydroxyphenyl)pyridazin-4-yl)pyridin-4-yl)piperidin-1-yl)cyclohexyl)-2,3-dihydro-4H-benzo[b][1,4]oxazin-4-yl)piperidine-2,6-dione NC=1N=NC(=CC1C1=NC=CC(=C1)C1CCN(CC1)C1CCC(CC1)C1=CC=CC2=C1OCCN2[C@@H]2C(NC(CC2)=O)=O)C2=C(C=CC=C2)O